1,1-Dimethylcyclopentan-2,4-dion CC1(C(CC(C1)=O)=O)C